8-(6-Aminohexyl)aminoadenosine 5'-monophosphate lithium salt [Li+].P(=O)([O-])([O-])OC[C@@H]1[C@H]([C@H]([C@@H](O1)N1C(=NC=2C(N)=NC=NC12)NCCCCCCN)O)O.[Li+]